O[C@H]1[C@@H](O)[C@@H](O)[C@H](O)[C@@H](O1)C(=O)O.O[C@H]1[C@@H](O)[C@@H](O)[C@H](O)[C@@H](O1)C(=O)O alpha-L-guluronic acid (alpha-L-guluronate)